C(#N)C=1C=C(C=CC1)CN1N=C(N=C1)C(=O)[O-] 1-(3-cyanophenylmethyl)-1H-1,2,4-triazole-3-carboxylate